4-(2-hydroxy-1-methylethyl)piperazin-2-one OCC(C)N1CC(NCC1)=O